FC1=C(C(=O)O)C(=CC=C1C(F)(F)F)C1CCOC2=C(C(=CC=C12)F)F 2-fluoro-6-(7,8-difluorochroman-4-yl)-3-(trifluoromethyl)benzoic acid